[Cl].NC1=CC=C(OC2=CC=C(C=C2)C2=CC=C(C=C2)OC2=CC=C(C=C2)N)C=C1 4,4'-bis(4-aminophenoxy)biphenyl chlorine